N=1C=NN2C1C=C(C=C2)OC2=C(C=C(C=C2)NC2=NC=NN1C2=C(C=C1)C1CN(C1)C(\C=C\CN(C)C)=O)C (E)-1-(3-(4-((4-([1,2,4]triazolo[1,5-a]pyridin-7-yloxy)-3-methylphenyl)amino)pyrrolo[2,1-f][1,2,4]triazin-5-yl)azetidin-1-yl)-4-(dimethylamino)but-2-en-1-one